4'-(propane-2,2-diyl)biphenol CC(C)=C1CC(=C(C=C1)O)C=1C(=CC=CC1)O